(R)-3,3-difluoro-4-(4-(2-fluoro-4-nitrophenyl)piperazin-1-yl)piperidine FC1(CNCC[C@H]1N1CCN(CC1)C1=C(C=C(C=C1)[N+](=O)[O-])F)F